FC(F)(F)C1C(C2=CC=CC=C2)O1 (trifluoromethyl)styrene oxide